C(C)(C)(C)OC(=O)N1N=C(C=C1C)C1=NN2C(N=C(C=C2N2CCOCC2)OCC2=CC=CC=C2)=C1.OC1=C(C=C2C(=NC=NC2=C1)C=1C(=NN(C1)C)C1=CC=CC=C1)NC(CC)=O N-(7-hydroxy-4-(1-methyl-3-phenyl-1H-pyrazol-4-yl)quinazolin-6-yl)propionamide tert-butyl-3-(5-(benzyloxy)-7-morpholinopyrazolo[1,5-a]pyrimidin-2-yl)-5-methyl-1H-pyrazole-1-carboxylate